C[C@@H]1COCCN1C1=NC2=C(N=CC=C2C(=C1)CC1(CCCCC1)C#N)C1=CC=NN1 (R)-1-(2-(3-methylmorpholino)-8-(1H-pyrazol-5-yl)-1,7-naphthyridin-4-ylmethyl)cyclohexane-1-carbonitrile